4,4-dimethyl-isoxazolidin-3-one CC1(C(NOC1)=O)C